butyl 5-(2,2,2-trifluoro-1-hydroxyethyl)isoindoline-2-carboxylate FC(C(O)C=1C=C2CN(CC2=CC1)C(=O)OCCCC)(F)F